N-tert-butylpiperazine-1-carboxamide C(C)(C)(C)NC(=O)N1CCNCC1